C1=CC=CC=2C3=CC=CC=C3C(C12)COC(=O)NCCCCCC(=O)N1CCC(CC1)NCCCOC1=CC=C(C=C1)[C@@H](C(=O)O)N1CC2=CC=CC=C2C1 (S)-2-(4-(3-((1-(6-((((9H-fluoren-9-yl)methoxy)carbonyl)amino)hexanoyl)piperidin-4-yl)amino)propoxy)phenyl)-2-(isoindolin-2-yl)acetic acid